FC1=C(C(=CC=C1)F)C=1NC2=C(C3=C(N1)C(=NN3)C)C=C(C(=C2)F)N2CCOCC2 4-[5-(2,6-difluorophenyl)-8-fluoro-3-methyl-1,6-dihydropyrazolo[4,3-d][1,3]benzodiazepin-9-yl]morpholine